ethyl (Z)-4-(2',3-dioxo-[2,3'-biindolinylidene]-1'-yl)-4-oxobutanoate O=C\1N(C2=CC=CC=C2/C1=C\1/NC2=CC=CC=C2C1=O)C(CCC(=O)OCC)=O